Sodium 2,3-bis((4-(benzyloxy)butanoyl)oxy)propyl ((R)-2,3-bis(tetradecanoyloxy) propyl) phosphate P(=O)(OCC(COC(CCCOCC1=CC=CC=C1)=O)OC(CCCOCC1=CC=CC=C1)=O)(OC[C@@H](COC(CCCCCCCCCCCCC)=O)OC(CCCCCCCCCCCCC)=O)[O-].[Na+]